3,6-dichloro-N-[rac-1-(aminooxymethyl)-2-(2,4-dimethylphenyl)ethyl]pyridazine-4-amide ClC=1N=NC(=CC1C(=O)N[C@H](CC1=C(C=C(C=C1)C)C)CON)Cl |r|